2-benzoyl-3-methoxycarbonylcyclopropane C(C1=CC=CC=C1)(=O)C1CC1C(=O)OC